ClC=1C=CC2=C(N=C(O2)C2CC3(CC(C3)NC(=O)C=3OC(=CC3)S(=O)C(F)(F)F)C2)C1 N-[6-(5-chloro-1,3-benzoxazol-2-yl)spiro[3.3]heptan-2-yl]-5-(trifluoromethylsulfinyl)furan-2-carboxamide